3-(2-Aminoethyl)-5-methyl-N-(1-(naphthalen-1-yl)cyclopropyl)-1H-indole-6-carboxamide NCCC1=CNC2=CC(=C(C=C12)C)C(=O)NC1(CC1)C1=CC=CC2=CC=CC=C12